ClC=1C=CC(=C(C1)O)C 5-chloro-2-methyl-phenol